Cl.Cl.BrC=1C=C2C(=CN(C2=CC1)C(C(CCCCN)N)=O)C(=CC=1C=C(C#N)C=CC1OC)C#N 3-(2-(5-bromo-1-(2,6-diaminohexanoyl)-1H-indol-3-yl)-2-cyanovinyl)-4-methoxybenzonitrile dihydrochloride